ClC1=NC(=C2N=CN(C2=N1)C(C)C)NCC1=C(C=CC=C1)C1=C(C=CC=C1)CN(C)C 2-chloro-N-({2'-[(dimethylamino)methyl]-[1,1'-biphenyl]-2-yl}methyl)-9-isopropylpurin-6-amine